1-Isopropyl-N-(6-methyl-5-(piperazin-1-yl)pyridin-2-yl)-1H-[1,2,3]triazolo[4,5-h]quinazolin-8-amine hydrochloride Cl.C(C)(C)N1N=NC=2C=CC=3C=NC(=NC3C21)NC2=NC(=C(C=C2)N2CCNCC2)C